6-acetyl-8-cyclopentyl-5-methyl-2-[5-(1-piperazinyl)pyridin-2-ylamino]pyrido[2,3-d]pyrimidin-7(8H)-one C(C)(=O)C1=C(C2=C(N=C(N=C2)NC2=NC=C(C=C2)N2CCNCC2)N(C1=O)C1CCCC1)C